C1(C=CC2=CC=CC=C12)CCC1C=CC2=CC=CC=C12 1,2-di(1-indenyl)ethane